1-((4-(2,6-difluoro-4-nitrophenoxy)-7-methoxyquinolin-6-yl)oxy)cyclopropane-1-carboxylic acid tert-butyl ester C(C)(C)(C)OC(=O)C1(CC1)OC=1C=C2C(=CC=NC2=CC1OC)OC1=C(C=C(C=C1F)[N+](=O)[O-])F